CN(C(=O)[C@@H]1N(C2=CC=CC=C2C1)C1=NC(=CC(=C1)C(F)(F)F)C)C=1C=C(C=CC1)C (R)-N-methyl-1-(6-methyl-4-(trifluoromethyl)pyridin-2-yl)-N-(m-tolyl)indoline-2-carboxamide